N1=CC=C(C=C1)CSCCOCCSCC1=CC=NC=C1 1,9-Bis(4-pyridyl)-5-oxa-2,8-dithianonane